CN(CCNC([O-])=O)C N-(2-dimethylaminoethyl)carbamate